COC=1C=2C=3C=C4C(=CC3CC2C(CC1)=O)C=CC=C4 4-methoxy-11H-benzo[b]fluorenone